N-(3-(diethylamino)propyl)-2-(pyrimidin-4-yl)benzo[d]imidazo[2,1-b]thiazole-7-carboxamide C(C)N(CCCNC(=O)C1=CC2=C(N3C(S2)=NC(=C3)C3=NC=NC=C3)C=C1)CC